(2S,3S)-2,3-bis(4-methylbenzyloxy)-succinate CC1=CC=C(CO[C@H](C(=O)[O-])[C@@H](C(=O)[O-])OCC2=CC=C(C=C2)C)C=C1